glucose hexanate C(CCCCC)(=O)O.O=C[C@H](O)[C@@H](O)[C@H](O)[C@H](O)CO